(S)-2-(3-fluoro-5-isopropyl-2-methoxyphenyl)-2-((S)-3-(methyl(4-(5,6,7,8-tetrahydro-1,8-naphthyridin-2-yl)butyl)amino)pyrrolidin-1-yl)acetic acid FC=1C(=C(C=C(C1)C(C)C)[C@@H](C(=O)O)N1C[C@H](CC1)N(CCCCC1=NC=2NCCCC2C=C1)C)OC